pentylcytosine C(CCCC)NC1=NC(NC=C1)=O